C1(CC1)S(=O)(=O)NC1=NC=CC(=N1)C(C(=O)NC1=NC=C(C=C1)C1=NC(=CN=C1)C(=C)C)(C)C 2-(2-(cyclopropanesulfonylamino)pyrimidin-4-yl)-2-methyl-N-(5-(6-(prop-1-en-2-yl)pyrazin-2-yl)pyridin-2-yl)propionamide